Methyl 4-(3-(3-(((tert-butoxycarbonyl)(2-(4'-fluoro-[1,1'-biphenyl]-4-yl)cyclopropyl)amino)methyl)azetidin-1-yl)propyl)benzoate C(C)(C)(C)OC(=O)N(C1C(C1)C1=CC=C(C=C1)C1=CC=C(C=C1)F)CC1CN(C1)CCCC1=CC=C(C(=O)OC)C=C1